1-(1-(5-Chloro-2-((6-methoxy-2-methyl-1,2,3,4-tetrahydroisoquinolin-7-yl)amino)pyrimidin-4-yl)-1H-indol-3-yl)cyclopropane-1-carboxylic acid ClC=1C(=NC(=NC1)NC1=C(C=C2CCN(CC2=C1)C)OC)N1C=C(C2=CC=CC=C12)C1(CC1)C(=O)O